BrC=1C=C2C3(CN(C2=CC1)C(=O)C=1C=C(C=CC1)S(=O)(=O)NC(CO)(C)C)CCC1(CC3)CC1 3-(5''-bromodispiro[cyclopropane-1,1'-cyclohexane-4',3''-indoline]-1''-carbonyl)-N-(1-hydroxy-2-methylpropan-2-yl)benzenesulfonamide